4-(tert-Butyl) 7-Ethyl 2,3-Dihydro-4H-pyrido[3,2-b][1,4]oxazine-4,7-dicarboxylate O1C2=C(N(CC1)C(=O)OC(C)(C)C)N=CC(=C2)C(=O)OCC